1-(5-(3-(4-Cyclohexylpiperazin-1-yl)-1-hydroxypropyl)indolin-1-yl)ethan-1-one C1(CCCCC1)N1CCN(CC1)CCC(O)C=1C=C2CCN(C2=CC1)C(C)=O